ClC=1C=C(C=C(C1)C#N)C(C)(C)C1=CC=C(OCC2=NC(=NC=C2)N2CCN(CC2)CC2CCN(CC2)CC(=O)O)C=C1 2-(4-((4-(4-((4-(2-(3-chloro-5-cyanophenyl)prop-2-yl)phenoxy)methyl)pyrimidine-2-yl)piperazin-1-yl)methyl)piperidin-1-yl)acetic acid